ClC=1C=CC(=C(C1)C1(CC1)C#N)C 1-(5-chloro-2-methylphenyl)cyclopropane-1-carbonitrile